C(C)(C)(C)OC(=O)N1CC=C(CC1)C=1C=C2C(=CNC2=CC1C(F)(F)F)C(C)C 4-(3-isopropyl-6-(trifluoromethyl)-1H-indol-5-yl)-5,6-dihydropyridine-1(2H)-carboxylic acid tert-butyl ester